FC1=CC=2N(C=C1)C(=CN2)C2=C1CNC(C1=C(C=C2)NC2=NC=C(C=C2)N2CCOC[C@H](C2)C(C)(C)O)=O (S)-4-(7-fluoroimidazo[1,2-a]pyridin-3-yl)-7-((5-(6-(2-hydroxypropan-2-yl)-1,4-oxazepan-4-yl)pyridin-2-yl)amino)isoindolin-1-one